(1-hydroxy-4-(naphthalen-1-yl-(phenyl)amino)naphthalen-2-yl)boronic acid OC1=C(C=C(C2=CC=CC=C12)N(C1=CC=CC=C1)C1=CC=CC2=CC=CC=C12)B(O)O